tert-butyl 5-(4-(2-chloroacetamido)-2,6-difluorophenyl)-3-(1-methyl-1H-pyrazol-4-yl)-1H-indazole-1-carboxylate ClCC(=O)NC1=CC(=C(C(=C1)F)C=1C=C2C(=NN(C2=CC1)C(=O)OC(C)(C)C)C=1C=NN(C1)C)F